N-(1,3-dihydroisobenzofuran-5-yl)-7-(8-methyl-2,3-dihydro-1H-pyrido[2,3-b][1,4]oxazin-7-yl)-5,6,7,8-tetrahydropyrido[3,4-d]pyrimidin-2-amine C1OCC2=CC(=CC=C12)NC=1N=CC2=C(N1)CN(CC2)C2=C(C1=C(OCCN1)N=C2)C